2-({(1S)-1-[1'-(Cyclopropylcarbonyl)-1',2',3',6'-tetrahydro-3,4'-bipyridin-6-yl]ethyl}amino)-8-[(2S)-3-methylbutan-2-yl]pyrido[2,3-d]pyrimidin-7(8H)-on C1(CC1)C(=O)N1CCC(=CC1)C=1C=NC(=CC1)[C@H](C)NC=1N=CC2=C(N1)N(C(C=C2)=O)[C@@H](C)C(C)C